C[C@@H]1N(CC[C@@]2(C1)OCCC1=CC(=CC=C12)OS(=O)(=O)C(F)(F)F)C(=O)OC(C)(C)C tert-butyl (1S,2'S)-2'-methyl-6-(trifluoromethylsulfonyloxy)spiro[isochromane-1,4'-piperidine]-1'-carboxylate